N-(3-(2'-fluoro-[1,1'-biphenyl]-4-yl)propyl)quinoxaline-6-carboxamide FC1=C(C=CC=C1)C1=CC=C(C=C1)CCCNC(=O)C=1C=C2N=CC=NC2=CC1